myristylerucate C(CCCCCCCCCCCCC)OC(CCCCCCCCCCC\C=C/CCCCCCCC)=O